FC1=CC=C(C=C1)C1C(COC2(CCCC2)C1)CNCC1=C(C=CC=C1C)C ((9-(4-fluorophenyl)-6-oxaspiro[4.5]decan-8-yl)methyl)-1-(m-methyltolyl)methylamine